3-((ethylsulfinyl)methyl)azetidine 2,2,2-trifluoroacetate FC(C(=O)O)(F)F.C(C)S(=O)CC1CNC1